(1-(9-fluoro-1-methyl-[1,2,4]triazolo[4,3-a]quinazolin-5-yl)-1,2,3,4-tetrahydroquinolin-5-yl)-2-methylbut-3-yn-2-ol FC=1C=CC=C2C(=NC=3N(C12)C(=NN3)C)N3CCCC1=C(C=CC=C31)CC(C#C)(O)C